[Fe+2].[Fe+2].[Ni+2] nickel-iron (2+) iron